2-bromo-2-(2-(trifluoromethyl)phenyl)acetic acid methyl ester COC(C(C1=C(C=CC=C1)C(F)(F)F)Br)=O